4-((4'-chloro-[1,1'-biphenyl]-4-yl)thio)-1H-1,2,3-triazole ClC1=CC=C(C=C1)C1=CC=C(C=C1)SC=1N=NNC1